CN(C(C1=CN=C(C=C1)C(F)(F)F)=O)CC1=C(C=C(C=C1)B1OC(C(O1)(C)C)(C)C)C N-methyl-N-(2-methyl-4-(4,4,5,5-tetramethyl-1,3,2-dioxaborolan-2-yl)benzyl)-6-(trifluoromethyl)nicotinamide